O1CCC2=C1C(=CC=C2)[C@H](C)N[S@](=O)C(C)(C)C (R)-N-((S)-1-(2,3-Dihydrobenzofuran-7-yl)ethyl)-2-methylpropane-2-sulfinamide